8-oxo-7-(3-phenylpropionamido)-3-vinyl-5-thia-1-azabicyclo[4.2.0]oct-2-ene-2-carboxylic acid O=C1C(C2SCC(=C(N12)C(=O)O)C=C)NC(CCC1=CC=CC=C1)=O